FC(C1=CC=C(C=C1)N1N=C(C=C1)N1CCN(CC1)CCN1CCS(CC1)(=O)=O)(F)F 4-[2-[4-[1-[4-(trifluoromethyl)phenyl]pyrazol-3-yl]piperazin-1-yl]ethyl]-1,4-thiazinane 1,1-dioxide